diphenyl-di[4-(pyridin-3-yl)phenyl]silane C1(=CC=CC=C1)[Si](C1=CC=C(C=C1)C=1C=NC=CC1)(C1=CC=C(C=C1)C=1C=NC=CC1)C1=CC=CC=C1